Benzhydryl-(3-(2-adamantyl)-5-methyl-cyclopentadienyl)(3,6-di-tert-butylfluorenyl)zirconium dichloride [Cl-].[Cl-].C(C1=CC=CC=C1)(C1=CC=CC=C1)[Zr+2](C1=CC(=CC=2C3=CC(=CC=C3CC12)C(C)(C)C)C(C)(C)C)C1C=C(C=C1C)C1C2CC3CC(CC1C3)C2